ClC1=CC=C(C=N1)CN1N=CC(=C1)CN (1-((6-chloropyridin-3-yl)methyl)-1H-pyrazol-4-yl)methylamine